C(C)(C)(C)OC(=O)NCCCCC(NC(CCOCCOCCOCCNC(OCC1=CC=CC=C1)=O)=O)C(NC(C(=O)OC(C)(C)C)CCCCNC(CCCC1=CC=C(C=C1)CC(C)C)=O)=O tert-butyl 18-(4-((tert-butoxycarbonyl)amino)butyl)-21-(4-(4-(4-isobutylphenyl)butanamido)butyl)-3,16,19-trioxo-1-phenyl-2,7,10,13-tetraoxa-4,17,20-triazadocosan-22-oate